ClCCCCC1=NN=NN1C1CCCCC1 (4-chlorobutyl)-1-cyclohexyl-1,2,3,4-tetrazole